tert-butyl (R)-4-(4-((1-(3-(difluoromethyl)-2-fluorophenyl)ethyl) amino)-2-methyl-7-oxo-7,8-dihydropyrido[2,3-d]pyrimidin-6-yl)piperidine-1-carboxylate FC(C=1C(=C(C=CC1)[C@@H](C)NC=1C2=C(N=C(N1)C)NC(C(=C2)C2CCN(CC2)C(=O)OC(C)(C)C)=O)F)F